3,5-dimethyl-1-(2-bromophenyl)-1H-pyrazolo[3,4-b]pyridine CC1=NN(C2=NC=C(C=C21)C)C2=C(C=CC=C2)Br